FC1=C(C=CC(=C1C)C(NC=1N=CN(C1)C)=O)C1=NN2C(NC3=C(CC2)C=CC=C3)=C1C(=O)N 2-(2-fluoro-3-methyl-4-((1-methyl-1H-imidazol-4-yl)carbamoyl)phenyl)-9,10-dihydro-4H-benzo[d]pyrazolo[1,5-a][1,3]diazepine-3-carboxamide